NC=1C(=NC=C(C1)S(=O)(=O)C1=CC=C(C=C1)OC(F)(F)F)C(=O)N1CC(C1)F (3-amino-5-{[4-(trifluoromethoxy)phenyl]sulfonyl}pyridin-2-yl)(3-fluoroazetidin-1-yl)methanone